ClC1=CC=C(C=C1)[C@@H](CN(C(OC(C)(C)C)=O)C)C(=O)N1[C@H]2CN(C[C@@H]1CC2)C2=NC=NC=1NC(CN(C21)CC)=O tert-butyl ((S)-2-(4-chlorophenyl)-3-((1R,5S)-3-(5-ethyl-7-oxo-5,6,7,8-tetrahydropteridin-4-yl)-3,8-diazabicyclo[3.2.1]octan-8-yl)-3-oxopropyl)(methyl)carbamate